8-{6-[(2-methoxyethyl)(3,4-difluorophenyl)carbonylamino]-3-pyridinyl}-1-[3-(2-oxo-1-pyrrolidinyl)propyl]-3-propylxanthine COCCN(C1=CC=C(C=N1)C1=NC=2N(C(N(C(C2N1)=O)CCCN1C(CCC1)=O)=O)CCC)C(=O)C1=CC(=C(C=C1)F)F